IC=1C=NN(C1)CC(C)(O)C 1-(4-iodopyrazol-1-yl)-2-methyl-propan-2-ol